BrCCOC(=O)N[C@@H](CCCCN)C(=O)O ((2-bromoethoxy)carbonyl)-lysine